6-methyl-3-azabicyclo[4.1.0]heptan CC12CCNCC2C1